N-{2-[1-benzyl-4-(hydroxymethyl)piperidin-4-yl]ethyl}-1-(3-cyano-4-fluorophenyl)piperidine-4-carboxamide C(C1=CC=CC=C1)N1CCC(CC1)(CO)CCNC(=O)C1CCN(CC1)C1=CC(=C(C=C1)F)C#N